2-(3,4-epoxycyclohexanyl)ethyltriethoxysilane C1(CC2C(CC1)O2)CC[Si](OCC)(OCC)OCC